N-(4-chloropyrimidin-2-yl)methanesulfonamide ClC1=NC(=NC=C1)NS(=O)(=O)C